N-phenyl-4-(3-tosylureido)benzenesulfonamide C1(=CC=CC=C1)NS(=O)(=O)C1=CC=C(C=C1)NC(=O)NS(=O)(=O)C1=CC=C(C)C=C1